trans-Cyclopropyl((2R,4S)-2-ethynyl-4-(2-hydroxycyclobutoxy)pyrrolidin-1-yl)methanone C1(CC1)C(=O)N1[C@H](C[C@@H](C1)O[C@H]1[C@@H](CC1)O)C#C